2-methyl-5,6-dihydro-4H-cyclopenta[b]thiophene-3-carboxylic acid CC1=C(C2=C(S1)CCC2)C(=O)O